1-[(3S)-3-phenyl-1,2-oxazolidine-2-carbonyl]cyclopropane-1-carbonitrile C1(=CC=CC=C1)[C@H]1N(OCC1)C(=O)C1(CC1)C#N